8,8-Difluoro-1-oxa-3-aza-spiro[4.5]decan-2-one FC1(CCC2(CNC(O2)=O)CC1)F